COC1=CC=C(C=C1)CN1C(C(CCC1=O)OC=1N(C2=C(N1)C=CC=C2OC[C@@H]2CN(CCO2)C(=O)OC(C)(C)C)C)=O tert-butyl (2S)-2-[[2-[[1-[(4-methoxyphenyl)methyl]-2,6-dioxo-3-piperidyl]oxy]-3-methyl-benzimidazol-4-yl]oxymethyl]morpholine-4-carboxylate